N,N'-(((2-(4-(2-((2-(bis(6-(2-butyloctanamido)hexyl)amino)ethyl)(6-(2-butyloctanamido)hexyl)amino)ethyl)piperazin-1-yl)ethyl)azanediyl)bis(hexane-6,1-diyl))bis(2-butyloctanamide) C(CCC)C(C(=O)NCCCCCCN(CCN(CCN1CCN(CC1)CCN(CCCCCCNC(C(CCCCCC)CCCC)=O)CCCCCCNC(C(CCCCCC)CCCC)=O)CCCCCCNC(C(CCCCCC)CCCC)=O)CCCCCCNC(C(CCCCCC)CCCC)=O)CCCCCC